BrC=1C=CC=C2C=CC(=C(C12)C=O)OC 8-bromo-2-methoxy-naphthalene-1-carbaldehyde